2-methacryloyloxybenzyl acetate C(C)(=O)OCC1=C(C=CC=C1)OC(C(=C)C)=O